dibenzyl-3,6-dioxaoctanediamine C(C1=CC=CC=C1)C(C(N)(N)CC1=CC=CC=C1)OCCOCC